FC(CCOCCC[Si](OC)(OC)OC)(F)F 3,3,3-trifluoropropoxypropyltrimethoxysilane